CC1=C(C=NC=C1C=1C=C2CCC(N(C2=CC1)C)=O)[C@@H](C)NC(CC)=O |o1:19| N-{(R or S)-1-[4-Methyl-5-(1-methyl-2-oxo-1,2,3,4-tetrahydro-quinolin-6-yl)-pyridin-3-yl]-ethyl}-propionamide